1-(4-chloro-6-fluoro-3-methyl-2-(tetrahydro-2H-pyran-4-yl)quinolin-8-yl)ethan-1-one ClC1=C(C(=NC2=C(C=C(C=C12)F)C(C)=O)C1CCOCC1)C